C1(CC1)COC=1C=CC(=NC1)NC([C@H](C)N1CCC(CC1)(F)F)=O (S)-N-(5-(cyclopropylmethoxy)pyridin-2-yl)-2-(4,4-difluoropiperidin-1-yl)propanamide